2-(3,4,5-Trimethoxyphenyl)pyridine COC=1C=C(C=C(C1OC)OC)C1=NC=CC=C1